C(#N)N1CC2(C(NC3=CC=C(C=C3C2)C2=C(C=CC=C2)NC(C)=O)=O)CC1 N-(2-(1-cyano-2'-oxo-1',4'-dihydro-2'H-spiro[pyrrolidine-3,3'-quinolin]-6'-yl)phenyl)acetamide